2,5-diisocyanatothiophene N(=C=O)C=1SC(=CC1)N=C=O